N-((3R,4S)-4-((6-(2,6-dichloro-3,5-dimethoxyphenyl)-8-(tetrahydro-2H-pyran-4-yl)pyrido[3,4-d]pyrimidin-2-yl)amino)tetrahydrofuran-3-yl)acrylamide ClC1=C(C(=C(C=C1OC)OC)Cl)C1=CC2=C(N=C(N=C2)N[C@H]2[C@H](COC2)NC(C=C)=O)C(=N1)C1CCOCC1